C(C)(C)(C)OC(=O)N1C(CNCC1)C=1C2=C(N=CN1)N(C=C2C2=C(C=CC=C2)F)C=2C=NC=CC2 (5-(2-fluorophenyl)-7-(pyridin-3-yl)-7H-pyrrolo[2,3-d]pyrimidin-4-yl)piperazine-1-carboxylic acid tert-butyl ester